BrC=1C=C(N(N1)C1=NC=CC=C1Cl)C(=O)NC1=C(C=C(C=C1C)C(C(=O)O)(F)F)C(N)=O 2-[4-[[5-bromo-2-(3-chloro-2-pyridyl)pyrazole-3-carbonyl]amino]-3-carbamoyl-5-methyl-phenyl]-2,2-difluoro-acetic acid